N1(CCOCC1)C(=O)C=1C=CC2=C(N=CS2)C1 5-(morpholine-4-carbonyl)benzo[d]thiazol